N-(6-bromo-7-chloroisoquinolin-3-yl)-5-oxaspiro[2.4]heptane-1-carboxamide BrC=1C=C2C=C(N=CC2=CC1Cl)NC(=O)C1CC12COCC2